FC(OC1=C(C=C(C=C1)OC=1C=NN(C1)[C@@H]1CNCC[C@H]1O)C1=NN(C=C1NC(=O)C=1C=NN2C1N=CC=C2)C)F |r| N-[3-[2-(difluoromethoxy)-5-[1-[rac-(3R,4R)-4-hydroxy-3-piperidyl]pyrazol-4-yl]oxy-phenyl]-1-methyl-pyrazol-4-yl]pyrazolo[1,5-a]pyrimidine-3-carboxamide